C(C)(C)(C)OC(=O)N1C[C@H](CC1)OC1=NC(=CC=C1C(N(C)OC)=O)Cl (3S)-3-[[6-chloro-3-[methoxy(methyl)carbamoyl]-2-pyridinyl]oxy]pyrrolidine-1-carboxylic acid tert-butyl ester